((2-chloro-7-nitropyrrolo[2,1-f][1,2,4]triazin-4-yl)amino)bicyclo[2.2.2]octane-2-carboxylic acid ethyl ester C(C)OC(=O)C1C2(CCC(C1)CC2)NC2=NC(=NN1C2=CC=C1[N+](=O)[O-])Cl